tert-butyl 6-(4-(1,6-dimethyl-1H-indazol-7-yl)-5,6,7,8-tetrahydroquinazolin-2-yl)-2,6-diazaspiro[3.4]octane-2-carboxylate CN1N=CC2=CC=C(C(=C12)C1=NC(=NC=2CCCCC12)N1CC2(CN(C2)C(=O)OC(C)(C)C)CC1)C